N1C(=CC2=CC=CC=C12)C1NCCC=2C3=CC=CC=C3NC12 indolyl-tetrahydro-beta-carboline